N-(((R)-2,2-dimethyl-1,3-dioxolan-4-yl)methyl)-4-((7-methoxyquinolin-4-yl)oxy)phenyliminosulfamide CC1(OC[C@H](O1)CNS(=O)(=O)N=NC1=CC=C(C=C1)OC1=CC=NC2=CC(=CC=C12)OC)C